C(=O)(O)CCCN1C(CC(C2=CC=3N=C4C=C5CCC[N+](=C5C=C4OC3C=C12)CC)CS(=O)(=O)[O-])(C)C 1-(3-carboxypropyl)-11-ethyl-2,2-dimethyl-4-(sulfonatomethyl)-2,3,4,8,9,10-hexahydro-1H-13-oxa-1,6,11-triazapentacen-11-ium